CC1C(SC=C1)=O methyl-2-oxo-2,3-dihydro-1H-thiophene